N-(3-cyano-4-methyl-1H-indol-7-yl)-1-[(1R)-1-(fluoromethyl)-2-hydroxyethyl]pyrazole-4-sulfonamide C(#N)C1=CNC2=C(C=CC(=C12)C)NS(=O)(=O)C=1C=NN(C1)[C@H](CO)CF